C(C)(C)(C)OOOC(=O)C1CCC(CC1)C(=O)OOOC(C)(C)C 1,4-bis(tert-butylperoxycarboxyl)cyclohexane